N-[2-(5-cyano-2-thienyl)thieno[3,2-c]pyridin-4-yl]-2-fluoro-N-[(3R)-3-piperidyl]-4-(triazolo[4,5-b]pyridin-3-yl)benzamide C(#N)C1=CC=C(S1)C1=CC=2C(=NC=CC2S1)N(C(C1=C(C=C(C=C1)N1N=NC=2C1=NC=CC2)F)=O)[C@H]2CNCCC2